ammonium (E)-3-(3H-phenothiazine-3-ylideneamino)-5-carboxybenzoate C1=C/C(/C=C2SC3=CC=CC=C3N=C12)=N\C=1C=C(C(=O)[O-])C=C(C1)C(=O)O.[NH4+]